ClC1=NN2C(N=CC(=C2[C@H](C)OC)NC(NC=2C=C(C(=NC2)N2N=CC(=C2)NC(=O)C2CC(C2)(F)F)C(F)(F)F)=O)=C1 (S)-N-(1-(5-(3-(2-chloro-7-(1-methoxyethyl)pyrazolo[1,5-a]pyrimidin-6-yl)ureido)-3-(trifluoromethyl)pyridin-2-yl)-1H-pyrazol-4-yl)-3,3-difluorocyclobutane-1-carboxamide